2-phenyl-6-(piperidin-1-yl)-1,2,3,4-tetrahydroquinoline C1(=CC=CC=C1)C1NC2=CC=C(C=C2CC1)N1CCCCC1